1-butyl-2-methoxy-5-methyl-1-(4-phenylbut-1-yn-1-yl)-1,2-dihydro-3H-pyrrolo[1,2-c]imidazol-3-one C(CCC)C1(C=2N(C(N1OC)=O)C(=CC2)C)C#CCCC2=CC=CC=C2